N(N)C(=O)C1=C(CNC(OC(C)(C)C)=O)C=CC=C1 tert-butyl (2-(hydrazinecarbonyl)benzyl)carbamate